(R)-5-((((6-(2-chloro-3-(3-chloro-4-((2-fluoro-3-((3-(hydroxymethyl)azetidin-1-yl)methyl)phenyl)amino)pyridin-2-yl)phenyl)-2-methoxypyridin-3-yl)methyl)amino)methyl)pyrrolidin-2-one ClC1=C(C=CC=C1C1=NC=CC(=C1Cl)NC1=C(C(=CC=C1)CN1CC(C1)CO)F)C1=CC=C(C(=N1)OC)CNC[C@H]1CCC(N1)=O